O[C@@H]([C@H](CO[C@@H]1[C@@H]([C@H]([C@H]([C@H](C1)COCCC)O)O)O)NC(CCCCCCCCCCC1=CC=CC=C1)=O)[C@@H](CCCCCCCCCCCCCC)O N-((2S,3S,4R)-3,4-dihydroxy-1-{[(1S,2R,3S,4S,5R)-2,3,4-trihydroxy-5-(Propoxymethyl)cyclohexyl]oxy}octadecane-2-yl)-11-phenylundecaneamide